CC/C=C\C/C=C\C/C=C\CCCCCCCC(=O)O[C@H](COC(=O)CCCC/C=C\C/C=C\C/C=C\C/C=C\CC)COP(=O)(O)OC[C@H](CO)O 1-(6Z,9Z,12Z,15Z-octadecatetraenoyl)-2-(9Z,12Z,15Z-octadecatrienoyl)-glycero-3-phospho-(1'-sn-glycerol)